NC1=NC=CC(=N1)C1=C(N=C(S1)C1NCCN(C1)C1CC1)C=1C(=C(C=CC1)NS(=O)(=O)C1=C(C=CC(=C1)F)F)F N-{3-[5-(2-aminopyrimidin-4-yl)-2-(4-cyclopropylpiperazin-2-yl)thiazol-4-yl]-2-fluorophenyl}-2,5-difluorobenzenesulfonamide